N-(2-methylbiphenyl-3-yl)-4-vinyl-1,7-naphthyridin-8-amine CC1=C(C=CC=C1NC=1N=CC=C2C(=CC=NC12)C=C)C1=CC=CC=C1